NC1=NC=NN2C1=C(C=C2C2CCNCC2)C2=C(C=C(C=C2)NC(=O)C=2C(N(N1C2CCCC1)C1=CC=CC=C1)=O)F N-(4-(4-amino-7-(piperidin-4-yl)pyrrolo[2,1-f][1,2,4]triazin-5-yl)-3-fluorophenyl)-2-oxo-1-phenyl-1,2,4,5,6,7-hexahydropyrazolo[1,5-a]pyridine-3-carboxamide